O[C@@H](CNC1COC2(C1)CCN(CC2)S(=O)(=O)C=2C=C(C=CC2)C2=CC=C(C=C2)S(=O)(=O)N)COC2=CC(=CC=C2)S(=O)(=O)C 3'-(3-((S)-2-hydroxy-3-(3-(methylsulfonyl)phenoxy)propylamino)-1-oxa-8-azaspiro[4.5]decan-8-ylsulfonyl)biphenyl-4-sulfonic acid amide